6-[5-Fluoro-3-(1-methylpiperidin-4-yl)cinnolin-7-yl]-2-methylimidazo[1,2-b]pyridazine-8-carbonitrile FC1=C2C=C(N=NC2=CC(=C1)C=1C=C(C=2N(N1)C=C(N2)C)C#N)C2CCN(CC2)C